2-((5-chloro-4-fluoro-2-methylphenyl)amino)-2-oxoacetic acid ClC=1C(=CC(=C(C1)NC(C(=O)O)=O)C)F